C(#C)C=1C=2N(C=CC1C(=O)N)N=CC2 4-ethynylpyrazolo[1,5-a]pyridine-5-carboxamide